2-(2'-cyclobutyl-3'-fluoro-6-{[(1R,3R)-3-{[(7S)-7-fluoro-5-azaspiro[3.4]octane-7-carbonyl]amino}cyclopentyl]oxy}[1,1'-biphenyl]-3-yl)-2-methyl-propanoic acid C1(CCC1)C1=C(C=CC=C1F)C1=CC(=CC=C1O[C@H]1C[C@@H](CC1)NC(=O)[C@]1(CNC2(CCC2)C1)F)C(C(=O)O)(C)C